Benzyl (tert-butoxycarbonyl)-L-valyl-L-phenylalaninate C(C)(C)(C)OC(=O)N[C@@H](C(C)C)C(=O)N[C@@H](CC1=CC=CC=C1)C(=O)OCC1=CC=CC=C1